ClC1=NC(=C(C2=C1C=CS2)C2=C(C=C(C=C2)F)OC)C(=O)NC2CN(CCC2=O)C(=O)OC(C)(C)C tert-butyl 3-[[4-chloro-7-(4-fluoro-2-methoxy-phenyl)thieno[3,2-c]pyridine-6-carbonyl]amino]-4-oxo-piperidine-1-carboxylate